1,7-difluorononane FCCCCCCC(CC)F